1,3-bis(4-methyl-2-oxazoline-2-yl)benzene CC1N=C(OC1)C1=CC(=CC=C1)C=1OCC(N1)C